NC(CO)(CO)C 2-Amino-2-methyl-1,3-propandiol